BrC1=CC=C2N=CC(=NC2=C1)C=1C(=NN(C1)[C@@H]1C[C@H](C1)CN(C(OC(C)(C)C)=O)C(=O)OC(C)(C)C)C1CC1 tert-butyl N-((trans-3-(4-(7-bromoquinoxalin-2-yl)-3-cyclopropyl-pyrazol-1-yl) cyclobutyl) methyl)-N-t-butoxycarbonyl-carbamate